C1(CC1)C1=C(C(=CC=C1)F)N1CCC(CC1)N1C(N(C=2C(C1)=NN(C2)C)CC2=C(C=CC=C2)C(F)(F)F)=O 6-[1-(2-Cyclopropyl-6-fluoro-phenyl)-piperidin-4-yl]-2-methyl-4-(2-trifluoromethyl-benzyl)-2,4,6,7-tetrahydro-pyrazolo[4,3-d]pyrimidin-5-on